8-chloro-l-1-(4-methyl-1-piperazinyl)-5H-dibenzo[b,e][1,4]diazepine ClC=1C=CC2=C(N=CC3=C(N2)C=CC=C3N3CCN(CC3)C)C1